(S)-quinuclidin-3-yl((R)-5-(3-fluoro-5-isopropoxyphenyl)-2,2-dimethyl-2,3-dihydro-1H-inden-1-yl)carbamate N12C[C@H](C(CC1)CC2)OC(N[C@@H]2C(CC1=CC(=CC=C21)C2=CC(=CC(=C2)OC(C)C)F)(C)C)=O